COC([C@H](CCC(=O)OC)NC(=O)OC(C)(C)C)=O (S)-2-tert-butoxycarbonylamino-glutaric acid dimethyl ester